C(C)(C)(C)S(=O)(=O)C=1C(=CC=2N(C1)C(=CN2)C2=CC(=NC(=C2)F)NCC[C@@H](C)O)OC (R)-4-((4-(6-(tert-butylsulfonyl)-7-methoxyimidazo[1,2-a]pyridin-3-yl)-6-fluoropyridin-2-yl)amino)butan-2-ol